N-[(4,5-dichloro-3-cyano-2-thienyl)carbonyl]leucine ethyl ester C(C)OC([C@@H](NC(=O)C=1SC(=C(C1C#N)Cl)Cl)CC(C)C)=O